C(C)(C)(C)C=1C=C(C=C(C1O)C(C)(C)C)C(C(=O)OCCCCCC(C)C)C isooctyl 3,5-di-tert-butyl-4-hydroxy-phenylpropionate